NC=1C(=NC2=C(C=CC=C2C1)Cl)C(C)(C)O 2-(3-amino-8-chloroquinolin-2-yl)propan-2-ol